(2R,3S,4S,5R,6R)-2-(hydroxymethyl)-6-(2-methyl-2-phenylpropoxy)tetrahydro-2H-pyran-3,4,5-triol OC[C@H]1O[C@H]([C@@H]([C@H]([C@@H]1O)O)O)OCC(C)(C1=CC=CC=C1)C